rac-(1R,5S,6s)-6-((6-(4-fluorophenyl)-4-(2-methylazetidin-2-yl)pyridin-2-yl)oxy)-3-azabicyclo[3.1.0]hexane FC1=CC=C(C=C1)C1=CC(=CC(=N1)OC1[C@@H]2CNC[C@H]12)C1(NCC1)C |r|